[4-(3,5-dichlorophenyl)-1H-pyrrol-2-yl](3,4,5-trimethoxyphenyl)methanone ClC=1C=C(C=C(C1)Cl)C=1C=C(NC1)C(=O)C1=CC(=C(C(=C1)OC)OC)OC